CN1N=NC2=C1C=CC(=C2C)[C@H](CC(=O)O)C=2C=C(C1=C(C=CS1)C2)CN2C[C@H](OC1=C([C@@H]2C)N=CC=C1)CC (3R)-3-(1,4-dimethyl-1H-benzotriazol-5-yl)-3-(7-{[(2R,5S)-2-ethyl-5-methyl-2,3-dihydropyrido[2,3-f][1,4]oxazepin-4(5H)-yl]methyl}-1-benzothien-5-yl)propanoic acid